4-(3-Pyridin-4-ylmethyl-ureido)-N-(2-chloro-phenyl)-benzenesulfonamide N1=CC=C(C=C1)CNC(NC1=CC=C(C=C1)S(=O)(=O)NC1=C(C=CC=C1)Cl)=O